rac-N-[(3S,4R)-7-methyl-6-oxo-4-({[(1s,4S)-4-(propan-2-yl)cyclohexyl]oxy}methyl)-1,3,4,6-tetrahydro-2H-quinolizin-3-yl]cyclopropanesulfonamide CC=1C(N2[C@H]([C@H](CCC2=CC1)NS(=O)(=O)C1CC1)COC1CCC(CC1)C(C)C)=O |r|